(4-bromo-3-(trifluoromethyl)benzoyl)-5-isothiocyanato-2-methyl-1,2,3,6-tetrahydropyridine-4-carboxylate BrC1=C(C=C(C(=O)OC(=O)C=2CC(NCC2N=C=S)C)C=C1)C(F)(F)F